ClC1=CC=C(OCC(=O)Cl)C=C1 4-chlorophenoxyacetyl chloride